C(C)(C)(C)OC(=O)C=1C=C2C(=CN=CCO2)CN1 Pyrido[3,4-f][1,4]Oxazepine-8(6H)-carboxylic acid tert-butyl ester